(S)-1-amino-2-(1-(but-2-ynoyl)piperidin-2-yl)-4-(4-((5-fluoro-4-methylpyridin-2-yl)carbamoyl)phenyl)-1H-imidazole-5-carboxamide NN1C(=NC(=C1C(=O)N)C1=CC=C(C=C1)C(NC1=NC=C(C(=C1)C)F)=O)[C@H]1N(CCCC1)C(C#CC)=O